C1(CC1)[C@H](CP(OCC)(=O)C)C1=CC(=NC=C1)OCC1=CC(=C(C=C1)C1=CC(=CC=C1)OC)[C@H](C(C)(C)C)OC ethyl ((S)-2-cyclopropyl-2-(2-((3'-methoxy-2-((S)-1-methoxy-2,2-dimethylpropyl)-[1,1'-biphenyl]-4-yl)methoxy)pyridin-4-yl)ethyl)(methyl)phosphinate